β-(3-hydroxy-4-methoxyphenyl)ethylbenzene OC=1C=C(C=CC1OC)CCC1=CC=CC=C1